(S)-N-((6-AMINO-2-METHYLPYRIDIN-3-YL)METHYL)-3-((3-(DIFLUOROMETHYL)BENZYL)AMINO)-4-OXO-4,6,7,8-TETRAHYDROPYRROLO[1,2-A]PYRIMIDINE-6-CARBOXAMIDE NC1=CC=C(C(=N1)C)CNC(=O)[C@@H]1CCC=2N1C(C(=CN2)NCC2=CC(=CC=C2)C(F)F)=O